NC1=NNC2=NC(=C(C=C21)C2=CC=C(CNC=1C(=NC(=CN1)C#N)C(=O)N[C@@H](C)C1=CC(=C(C=C1)F)F)C=C2)C (S)-3-(4-(3-amino-6-methyl-1H-pyrazolo[3,4-b]pyridin-5-yl)benzylamino)-6-cyano-N-(1-(3,4-difluorophenyl)ethyl)pyrazine-2-carboxamide